3-Ethylpentane-1,3-diamine dihydrochloride Cl.Cl.C(C)C(CCN)(CC)N